ClC1=CC=C(S1)C(CO)NC(=O)C=1N=CN(C1)C1=NC(=NC=C1C)NC1CCOCC1 N-(1-(5-chlorothiophen-2-yl)-2-hydroxyethyl)-1-(5-methyl-2-((tetrahydro-2H-pyran-4-yl)amino)pyrimidin-4-yl)-1H-imidazole-4-carboxamide